FC1=C(C=CC=2N(C(=NC21)CN(C2=NC(=NC=1N2N=CC1CC)N1CCN(CC1)C(=O)OCC1=CC=CC=C1)CC1=CC=C(C=C1)OC)COCC[Si](C)(C)C)F benzyl 4-(4-{[(4,5-difluoro-1-{[2-(trimethylsilyl)ethoxy]methyl}-1H-benzimidazol-2-yl)methyl] (4-methoxybenzyl)amino}-8-ethylpyrazolo[1,5-a][1,3,5]triazin-2-yl)piperazine-1-carboxylate